naphthalene-2-imine C1C(C=CC2=CC=CC=C12)=N